(R)-1-(3,3-difluoro-4-((5-(1-(2-fluoroethyl)-1H-benzo[d]imidazol-6-yl)-4-methoxypyrrolo[2,1-f][1,2,4]triazin-2-yl)amino)piperidin-1-yl)ethan-1-one-2,2,2-d3 FC1(CN(CC[C@H]1NC1=NN2C(C(=N1)OC)=C(C=C2)C=2C=CC1=C(N(C=N1)CCF)C2)C(C([2H])([2H])[2H])=O)F